3-(5-(1-((2-(tert-butyl)thiazol-4-yl)methyl)piperidin-4-yl)-1-oxoisoindolin-2-yl)piperidine-2,6-dione C(C)(C)(C)C=1SC=C(N1)CN1CCC(CC1)C=1C=C2CN(C(C2=CC1)=O)C1C(NC(CC1)=O)=O